C(C)C1=CNC2=NC=C(C=C21)C=2C=C(C=CC2C=O)N2C(CN(CC2)C(=O)OC(C)(C)C)=O tert-butyl 4-(3-(3-ethyl-1H-pyrrolo[2,3-b]pyridin-5-yl)-4-formylphenyl)-3-oxopiperazine-1-carboxylate